Trans-2-(hydroxymethyl)cyclopropanecarboxylic acid ethyl ester C(C)OC(=O)[C@H]1[C@@H](C1)CO